CC(CC(C(=O)OCC)OS(=O)(=O)C)C ethyl 4-methyl-2-(methylsulfonyloxy)pentanoate